C(=O)(O)C=1SC=CC1B(O)O 2-CARBOXYTHIOPHENE-3-BORONIC ACID